C(C)(=O)[O-].N1(CCCC1)C=CC=[N+]1CCCC1 1-(3-(1-tetrahydropyrrolyl)allylidene)tetrahydropyrrolium acetate